(R*)-(8-fluoro-10,11-dihydrodibenzo[b,f]oxepin-10-yl)-N-methylmethanamine FC=1C=CC2=C([C@@H](CC3=C(O2)C=CC=C3)CNC)C1 |o1:6|